Cl.O[C@@H]1C[C@H](NC1)CNC(=O)C1=CN(CCS1)C1=C2N=CNC2=NC=N1 N-(((2S,4R)-4-hydroxypyrrolidin-2-yl)methyl)-4-(9H-purin-6-yl)-3,4-dihydro-2H-1,4-thiazine-6-carboxamide hydrochloride